2-(3-((S)-3-((R)-8-((S)-1,3-dimethyl-2,3-dihydro-1H-pyrido[2,3-b][1,4]oxazin-7-ylsulfonyl)-1-oxa-8-azaspiro[4.5]decan-3-ylamino)-2-hydroxypropoxy)phenylsulfonyl)acetamide CN1C2=C(O[C@H](C1)C)N=CC(=C2)S(=O)(=O)N2CCC1(C[C@H](CO1)NC[C@@H](COC=1C=C(C=CC1)S(=O)(=O)CC(=O)N)O)CC2